FC(C)(F)C=1C=CC(=NC1)CC=1C(C2=CC=CC=C2C(C1CC)=O)=O ((5-(1,1-difluoroethyl)pyridin-2-yl)methyl)-3-ethylnaphthalene-1,4-dione